C1(=CC=CC=C1)C1=CC=CC=2C3=CC=CC=C3CC12 phenylfluoren